2-(2-isopropylphenyl)-9-(4-(3-(1-methylpiperidin-4-yl)-1H-pyrazol-1-yl)benzyl)-7,9-dihydro-8H-purin-8-one C(C)(C)C1=C(C=CC=C1)C1=NC=C2NC(N(C2=N1)CC1=CC=C(C=C1)N1N=C(C=C1)C1CCN(CC1)C)=O